3-(7-(8-oxa-3-azabicyclo[3.2.1]octane-3-yl)-3-(1H-pyrazol-5-yl)pyrazolo[1,5-a]pyrimidin-5-yl)-8-Oxa-3-azabicyclo[3.2.1]octane C12CN(CC(CC1)O2)C2=CC(=NC=1N2N=CC1C1=CC=NN1)N1CC2CCC(C1)O2